7-methoxy-1-[(E)-2-(5-methoxy-1-methyl-1H-pyrrolo[2,3-b]pyridin-3-yl)ethenyl]-6-[(pyridin-4-yl)methoxy]-1,2,3,4-tetrahydroisoquinoline COC1=C(C=C2CCNC(C2=C1)\C=C\C1=CN(C2=NC=C(C=C21)OC)C)OCC2=CC=NC=C2